CC(C)S(=O)(=O)OC1=C(OC(C1=O)C1=CC=C(C=C1)Cl)N 2-amino-5-(4-chlorophenyl)-4-oxo-4,5-dihydrofuran-3-yl propane-2-sulfonate